COC=1C=C(C=CC1S(=O)(=O)N1CC2=CC=C(C=C2C1)F)C=1C=C2C=NNC2=CC1 5-(3-methoxy-4-((5-fluoroisoindolin-2-yl)sulfonyl)phenyl)-1H-indazole